6,6'-(6-phenyl-1,3,5-triazine-2,4-diyl)bis(9-(2,6-diphenylpyrimidin-4-yl)-3-methyl-9H-carbazole) C1(=CC=CC=C1)C1=NC(=NC(=N1)C=1C=C2C=3C=C(C=CC3N(C2=CC1)C1=NC(=NC(=C1)C1=CC=CC=C1)C1=CC=CC=C1)C)C=1C=C2C=3C=C(C=CC3N(C2=CC1)C1=NC(=NC(=C1)C1=CC=CC=C1)C1=CC=CC=C1)C